ClC=1C=CC(=NC1)CN1C(=NC=2N(C(N(C(C12)=O)CCCO)=O)C)OC=1C=C(C#N)C=CC1 3-((7-((5-chloropyridin-2-yl)methyl)-1-(3-hydroxypropyl)-3-methyl-2,6-dioxo-2,3,6,7-tetrahydro-1H-purin-8-yl)oxy)benzonitrile